2-methylsulfanyl-3H-pyrido[4,3-d]pyrimidin-4-one CSC=1NC(C2=C(N1)C=CN=C2)=O